(R)-2-fluoro-1-phenylethan-1-ol FC[C@H](O)C1=CC=CC=C1